(1S,2S)-2-{5-[4'-(3-methanesulfonyl-propoxy)-2',6'-dimethyl-biphenyl-3-ylmethoxy]-Pyridin-2-yl}-cyclopropanecarboxylic acid CS(=O)(=O)CCCOC1=CC(=C(C(=C1)C)C1=CC(=CC=C1)COC=1C=CC(=NC1)[C@@H]1[C@H](C1)C(=O)O)C